[O-]O.C(C)(C)(C)O T-butanol hydroperoxide